C(C)OC(C(NCC=1C=C2CN(C(C2=C(C1)OC)=O)C)=N)OCC 2,2-diethoxy-N-[(7-methoxy-2-methyl-1-oxo-3H-isoindol-5-yl)methyl]ethanimidamide